BrC1=CC=C(C2=CC=CC=C12)C1=CC=C(O1)CC(=O)O 2-(5-(4-bromonaphthalen-1-yl)furan-2-yl)acetic acid